NC1=NC=CC(=C1C#CC(C)(C)C)C=1C=CC(=C(C#N)C1)F 5-(2-amino-3-(3,3-dimethylbut-1-yn-1-yl)pyridin-4-yl)-2-fluorobenzonitrile